(2S)-3-[(2'S,7R)-2-chloro-2'-methyl-spiro[4,5-dihydrothieno[2,3-C]pyran-7,4'-piperidin]-1'-yl]-2-hydroxy-propionic acid ClC1=CC2=C(S1)[C@@]1(C[C@@H](N(CC1)C[C@@H](C(=O)O)O)C)OCC2